6'-[{9-hydroxy-1,5-bis-(methoxycarbonyl)-2,4-bis(pyridin-2-yl)-3,7-diazabicyclo[3.3.1]nonane-3,7-diyl}bis(methylene)]dipicolinic acid OC1C2(C(N(C(C1(CN(C2)CC=2C(=NC=CC2)C(=O)O)C(=O)OC)C2=NC=CC=C2)CC=2C(=NC=CC2)C(=O)O)C2=NC=CC=C2)C(=O)OC